4-Hydroxy-7-isopropyl-6-oxo-6,7-dihydro-thieno[2,3-b]pyridine-5-carboxylic acid OC=1C2=C(N(C(C1C(=O)O)=O)C(C)C)SC=C2